C(C)(C)(C)C=1C(C(=CC(C1)=CC1=CC=CC=C1)C(C)(C)C)=O 2,6-di-tert-butyl-4-(phenylmethylene)cyclohexane-2,5-dien-1-one